C1(C(CCC=C1)CO)CO tetrahydroxylylene glycol